ethyl 3-amino-1H-pyrrole-2-carboxylate hydrochloride salt Cl.NC1=C(NC=C1)C(=O)OCC